5-bromo-2-(methylsulfonyl)-7-(1,4-dioxaspiro[4.5]decan-8-yl)pyrrolo[2,1-f][1,2,4]triazine BrC=1C=C(N2N=C(N=CC21)S(=O)(=O)C)C2CCC1(OCCO1)CC2